Ethanesulfonic acid-2,2,3,3-tetrafluoropropylester FC(COS(=O)(=O)CC)(C(F)F)F